C12C(CC(C=C1)C2)C2OCC1(COC(OC1)=O)CO2 9-(5-norbornen-2-yl)-2,4,8,10-tetraoxa-3-spiro[5.5]undecanone